3-[2-(2-Chloro-5-fluorophenyl)ethynyl]azetidine ClC1=C(C=C(C=C1)F)C#CC1CNC1